OCCCC(=O)[O-].[Ca+2].OCCCC(=O)[O-] calcium gamma-hydroxybutyrate salt